ClC1=CC(=C(C=C1OCC=1OC(=NN1)C1=CC=C(C=C1)C)N1C(C=2CCCCC2C1=O)=O)F 2-(4-chloro-2-fluoro-5-((5-(p-tolyl)-1,3,4-oxadiazol-2-yl)methoxy)phenyl)-4,5,6,7-tetrahydro-1H-isoindole-1,3(2H)-dione